6-Azacytosin N1C(=O)N=C(N)C=N1